C(#N)N(CCCO)CC1=NN(C=2N(C([C@H]([C@H](C21)C2=CC=C(C=C2)F)NC(C2=CC(=CC=C2)C(F)(F)F)=O)=O)CC)C2=CC=CC=C2 |r| N-[rac-(4S,5S)-3-[[cyano(3-hydroxypropyl)amino]methyl]-7-ethyl-4-(4-fluorophenyl)-6-oxo-1-phenyl-4,5-dihydropyrazolo[3,4-b]pyridine-5-yl]-3-(trifluoromethyl)benzamide